4-((4-(5-(4-chlorophenyl)-4-methyl-1H-imidazol-2-yl)phenoxy)methyl)pyridine ClC1=CC=C(C=C1)C1=C(N=C(N1)C1=CC=C(OCC2=CC=NC=C2)C=C1)C